CC1(CC(C1)OC1=CC=2N(C=C1C(=O)NC1=NN(C=C1)C)C=C(N2)C21COC(C2)(C1)C)C 7-(3,3-Dimethylcyclobutoxy)-N-(1-methyl-1H-pyrazol-3-yl)-2-(1-methyl-2-oxabicyclo[2.1.1]hexan-4-yl)imidazo[1,2-a]pyridine-6-carboxamide